N-(1-oxyl-2,2,6,6-tetra-methylpiperidin-4-yl)dodecylsuccinimide ON1C(CC(CC1(C)C)CCCCCCCCCCCCN1C(CCC1=O)=O)(C)C